C(C(=O)[O-])(=O)OC1=CC=CC=2C3=CC=CC=C3CC12 Fluorenyl oxalate